N-(2-azabicyclo[2.2.1]heptan-4-yl)-2,3-dihydro-1H-pyrrolo[1,2-a]indole-9-carboxamide formate C(=O)O.C12NCC(CC1)(C2)NC(=O)C2=C1N(C=3C=CC=CC23)CCC1